CC(NC(C=C)=O)C N-dimethylmethyl-(acrylamide)